C(C)(C)(C)OC(=O)N1C([C@@H](CC1(C)C)C[C@@H](C(=O)O)NC(=O)OC(C)(C)C)=O (S)-3-((R)-1-(tert-butoxycarbonyl)-5,5-dimethyl-2-oxopyrrolidin-3-yl)-2-((tert-butoxycarbonyl)amino)propionic acid